C(CC(O)(C(=O)O)CC(=O)O)(=O)[O-].[Cl-].[Zn+2].NC1=C(OCC2=CC=C(C(=O)NCCO)C=C2)C(=CC(=C1)Cl)Cl 4-((2-Amino-4,6-dichlorophenoxy)methyl)-N-(2-hydroxyethyl)benzamide zinc chloride (citrate)